[3-(tert-butoxycarbonylamino)cyclobutyl] methanesulfonate CS(=O)(=O)OC1CC(C1)NC(=O)OC(C)(C)C